Cl.C1(CC1)C(=O)C1=CNC2=NC=C(C=C21)NC2CCNCC2 cyclopropyl-(5-(piperidin-4-ylamino)-1H-pyrrolo[2,3-b]pyridin-3-yl)methanone hydrochloride